C(C)OC(=O)C1C=2N(CCC1)C(=NN2)C2=CC=C(C=C2)OCC2=CC=CC=C2 3-[4-(benzyloxy)phenyl]-5H,6H,7H,8H-[1,2,4]triazolo[4,3-a]pyridine-8-carboxylic acid ethyl ester